ClC1=C(C=CC(=C1)F)C1=CC(OC2=NC=CC=C21)=O 4-(2-chloro-4-fluoro-phenyl)-2-oxo-pyrano[2,3-b]pyridin